C(=C)C1=C(C=C(C=C1)CN(C(=O)C=1C=NC(=NC1)C(F)(F)F)C=1C(=NC=CC1)S(=O)(=O)C)[N+](=O)[O-] N-[(4-ethenyl-3-nitrophenyl)methyl]-N-(2-methanesulfonylpyridin-3-yl)-2-(trifluoromethyl)pyrimidine-5-carboxamide